ClC=1C(=NC(=NC1)NC1=C(C=C2CCN(CC2=C1)CCO)OC)N1CCC2=CC=CC=C12 2-(7-((5-Chloro-4-(indolin-1-yl)pyrimidin-2-yl)amino)-6-methoxy-3,4-dihydroisoquinolin-2(1H)-yl)ethan-1-ol